(9H-fluoren-9-yl)methyl (2-hydroxy-3-oxo-3-((1-(m-tolyl)-1H-indazol-6-yl)amino)propyl)carbamate OC(CNC(OCC1C2=CC=CC=C2C=2C=CC=CC12)=O)C(NC1=CC=C2C=NN(C2=C1)C=1C=C(C=CC1)C)=O